tert-butyl (2R,5S)-4-(2-(cyanomethyl)-4-methyl-5-oxo-4,5-dihydropyrazolo[1,5-a]pyrimidin-7-yl)-2,5-dimethylpiperazine-1-carboxylate C(#N)CC1=NN2C(N(C(C=C2N2C[C@H](N(C[C@@H]2C)C(=O)OC(C)(C)C)C)=O)C)=C1